(5S)-5-Methyl-2-[1-(oxan-4-yl)pyrazol-4-yl]-6,7-dihydro-5H-pyrazolo[5,1-b][1,3]oxazine-3-carboxylic acid C[C@H]1CCN2C(O1)=C(C(=N2)C=2C=NN(C2)C2CCOCC2)C(=O)O